CN(CCCCCC(C)C)CCCCCC(C)C N-methyl-N,N-diisooctylamine